3-[(3R,9aS)-8-[2-Chloro-5-fluoro-3-(3-fluoro-1H-pyrazol-4-yl)benzoyl]-3,4,6,7,9,9a-hexahydro-1H-pyrazino[2,1-c][1,4]oxazin-3-yl]-5-chloro-1H-pyridin-2-on ClC1=C(C(=O)N2C[C@H]3CO[C@@H](CN3CC2)C=2C(NC=C(C2)Cl)=O)C=C(C=C1C=1C(=NNC1)F)F